5-(1'-(4-(4-amino-3-(4-phenoxyphenyl)-1H-pyrazolo(3,4-d)pyrimidin-1-yl)piperidine-1-carbonyl)-(4,4'-bipiperidin)-1-yl)-2-(2,6-dioxopiperidin-3-yl)isoindoline-1,3-dione NC1=C2C(=NC=N1)N(N=C2C2=CC=C(C=C2)OC2=CC=CC=C2)C2CCN(CC2)C(=O)N2CCC(CC2)C2CCN(CC2)C=2C=C1C(N(C(C1=CC2)=O)C2C(NC(CC2)=O)=O)=O